1-((2-chloro-6-propyl-imidazo[1,2-b]pyridazin-3-yl)sulfonyl)-3-(4,6-dimethoxy-pyrimidin-2-yl)urea ClC=1N=C2N(N=C(C=C2)CCC)C1S(=O)(=O)NC(=O)NC1=NC(=CC(=N1)OC)OC